3-ethyl-7-((4-isobutyl-3-oxopiperazin-1-yl)methyl)quinolin-2(1H)-one C(C)C=1C(NC2=CC(=CC=C2C1)CN1CC(N(CC1)CC(C)C)=O)=O